BrC1=CC=C2C=NN(C2=C1Cl)C 6-bromo-7-chloro-1-methyl-indazole